C(#N)C1=CC=C(C=C1)CN1CC2(C1)CC(C2)NC(=O)N2[C@@H](CN(C[C@@H]2C)C2=NC=C(C=N2)C(F)(F)F)C (2R,6S)-N-{2-[(4-cyanophenyl)methyl]-2-azaspiro[3.3]heptan-6-yl}-2,6-dimethyl-4-[5-(trifluoro-methyl)pyrimidin-2-yl]piperazine-1-carboxamide